ClC=1C=C(C=CC1F)NC(NC)=O 3-(3-chloro-4-fluorophenyl)-1-methylurea